tert-butyl 3-(4-chloro-5-((2,6-difluoro-4-(phenylethynyl)phenyl)carbamoyl)-1H-pyrazol-1-yl)pyrrolidine-1-carboxylate ClC=1C=NN(C1C(NC1=C(C=C(C=C1F)C#CC1=CC=CC=C1)F)=O)C1CN(CC1)C(=O)OC(C)(C)C